SCCOCCOCCOCC(=O)OC(C)(C)C Tert-butyl 2-[2-[2-(sulfanylethoxy)ethoxy]ethoxy]acetate